(R)-6-fluoro-1-(4-hydroxy-phenyl)-4-oxo-7-(2-((pyridin-2-yloxy)methyl)pyrrolidin-1-yl)-1,4-dihydro-quinoline-3-carboxylic acid FC=1C=C2C(C(=CN(C2=CC1N1[C@H](CCC1)COC1=NC=CC=C1)C1=CC=C(C=C1)O)C(=O)O)=O